BrC=1C=C2N(CC(CN3C2=NN=C3C3(CCC3)C(F)(F)F)COC)C1 10-bromo-6-(methoxymethyl)-3-(1-(trifluoromethyl)cyclobutyl)-6,7-dihydro-5H-pyrrolo[1,2-a][1,2,4]triazolo[3,4-c][1,4]diazepine